1,3-dimethyl-3-difluoroethyl-2-oxoindole CN1C(C(C2=CC=CC=C12)(CC(F)F)C)=O